S1C2=C(C(=C1)C1=C(N=C3C(=N1)NN=N3)C(C)C=3C=C1C=C(C=NC1=CC3F)C=3C=NN(C3)C)C=CC=C2 6-(1-(6-(benzo[b]thiophen-3-yl)-[1,2,3]triazolo[4,5-b]pyrazinyl)ethyl)-7-fluoro-3-(1-methyl-1H-4-pyrazolyl)quinoline